BrC1=CC=2SCC[C@H]3N(C2N=C1Cl)CCNC3 (R)-3-bromo-2-chloro-6,7,7a,8,10,11-hexahydro-9H-pyrazino[1,2-d]pyrido[3,2-b][1,4]thiazepin